(8S,9aR)-3-nitro-5-oxo-8,9,9a,10-tetrahydro-5H,7H-pyrido[3,2-f]pyrrolo[2,1-c][1,4]oxazepin-8-yl methylcarbamate CNC(O[C@H]1C[C@@H]2COC3=C(C(N2C1)=O)C=C(C=N3)[N+](=O)[O-])=O